Cyclopropyl-(3-(2-(1-(difluoromethyl)-1H-pyrazol-4-yl)-1-tosyl-1H-pyrrolo[2,3-b]pyridin-4-yl)-3,8-diazabicyclo[3.2.1]oct-8-yl)methanone C1(CC1)C(=O)N1C2CN(CC1CC2)C2=C1C(=NC=C2)N(C(=C1)C=1C=NN(C1)C(F)F)S(=O)(=O)C1=CC=C(C)C=C1